FC1=C2C=C(C=NC2=C(C=C1F)O)C(=O)O 5,6-difluoro-8-hydroxyquinoline-3-carboxylic acid